((1S,6R,7R)-7-(2,4-difluorophenyl)-3-(3-(8-methoxyquinolin-5-yl)-1H-pyrazolo[3,4-b]pyrazin-6-yl)-3-azabicyclo[4.1.0]heptan-7-yl)methanamine FC1=C(C=CC(=C1)F)[C@]1([C@@H]2CCN(C[C@H]12)C1=CN=C2C(=N1)NN=C2C2=C1C=CC=NC1=C(C=C2)OC)CN